ClC1=CC(=C(C=C1)O)/C=N/C(CO)(C)C (E)-4-chloro-2-{[(1-hydroxy-2-methylpropan-2-yl)imino]methyl}phenol